C(CCCCCCCCCCC)P([O-])([O-])=O.[Zn+2] zinc dodecylphosphonate